4-(6-(2-hydroxy-6-methyl-4-(trifluoromethyl)phenyl)-2H-pyrazolo[3,4-b]pyrazin-2-yl)cyclohexane-1-carbonitrile OC1=C(C(=CC(=C1)C(F)(F)F)C)C=1C=NC=2C(N1)=NN(C2)C2CCC(CC2)C#N